FC(C=1C=C(C=C(C1)C(F)(F)F)S(=O)(=O)Cl)(F)F 3,5-bistrifluoromethyl-benzenesulfonyl chloride